COC(C(CO)C1=CC(=CC=C1)Br)=O.ClC=1C=C(C(=O)NCC2=CC3=C(N=NN(C3=O)C3C(NC(CC3)=O)=O)C=C2)C=CC1 3-chloro-N-((3-(2,6-dioxopiperidin-3-yl)-4-oxo-3,4-dihydrobenzo[d][1,2,3]triazin-6-yl)methyl)benzamide methyl-2-(3-bromophenyl)-3-hydroxy-propanoate